2-[3-[(1-tert-butoxycarbonyl-4-methyl-4-piperidyl)methoxy]isoxazol-5-yl]-3-methyl-butanoic acid C(C)(C)(C)OC(=O)N1CCC(CC1)(C)COC1=NOC(=C1)C(C(=O)O)C(C)C